NC=1C(=C(C=C(C1C1=CC=CN2C(=CC=C12)C(C1=CC(=C(C(=C1)F)N)F)=O)C(F)F)N(C(COC)=O)C)[N+](=O)[O-] N-(3-amino-4-(3-(4-amino-3,5-difluorobenzoyl)indolizin-8-yl)-5-(difluoromethyl)-2-nitrophenyl)-2-methoxy-N-methylacetamide